[5-(3-Cyclopropoxyphenyl)-1-(1-methyl-1H-1,3-benzodiazol-7-yl)-1H-pyrazol-3-yl]methanol C1(CC1)OC=1C=C(C=CC1)C1=CC(=NN1C1=CC=CC2=C1N(C=N2)C)CO